N-([2,3'-bipyridin]-5-ylmethyl)-9-isopropyl-2-(1H-pyrazol-4-yl)-9H-purin-6-amine N1=C(C=CC(=C1)CNC1=C2N=CN(C2=NC(=N1)C=1C=NNC1)C(C)C)C=1C=NC=CC1